C(CCCCCCCCCCCCCCCCCCC)SCCCCCCCCCCCCCCCCCCCC dieicosyl sulfide